CC1=C(C(=C(C(=C1C)OC(C)C)C)C)O 2,3,5,6-tetramethyl-4-isopropoxyphenol